3-amino-5-(4-(((3S,4R)-3-hydroxy-4-((5-(trifluoromethyl)pyridin-2-yl)amino)piperidin-1-yl)sulfonyl)phenyl)picolinamide NC=1C(=NC=C(C1)C1=CC=C(C=C1)S(=O)(=O)N1C[C@@H]([C@@H](CC1)NC1=NC=C(C=C1)C(F)(F)F)O)C(=O)N